CC1(O)[C@H](N)[C@@H](O)[C@H](O)[C@H](O1)CO methyl-D-glucosamine